(5-methylthienyl)(phenyl)methylene(cyclopentadienyl)(fluorenyl)hafnium dichloride [Cl-].[Cl-].CC1=CC=C(S1)C(=[Hf+2](C1=CC=CC=2C3=CC=CC=C3CC12)C1C=CC=C1)C1=CC=CC=C1